ethoxy-3-(trifluoromethyl)bromobenzene C(C)OC1=C(C=CC=C1C(F)(F)F)Br